NC1=NC=2C=CC=CC2C2=C1N=C(N2CC2=CC=C(CNC(OCCNC(C(=C)C)=O)=O)C=C2)C2=NC=NC=C2 2-methacrylamidoethyl 4-((4-amino-2-(pyrimidin-4-yl)-1H-imidazo[4,5-c]quinolin-1-yl)methyl)benzylcarbamate